ClC1=C(C(=O)[O-])C=C(C(=C1)F)N1C(C=2CCCCC2C1=O)=O 2-chloro-5-(1,3-dioxo-1,3,4,5,6,7-hexahydro-2H-isoindole-2-yl)-4-fluorobenzoate